BrC1=CC=C(OCCCC#N)C=C1 4-(4-bromophenoxy)butyronitrile